(R)-2-((1-(2-cyano-7-methyl-3-phenoxyquinoxalin-5-yl)ethyl)amino)benzoic acid C(#N)C1=NC2=CC(=CC(=C2N=C1OC1=CC=CC=C1)[C@@H](C)NC1=C(C(=O)O)C=CC=C1)C